2-chloro-9,10-dimethoxyanthracene ClC1=CC2=C(C3=CC=CC=C3C(=C2C=C1)OC)OC